(R)-N-(2-(2-methyl-2,5-dihydro-1H-pyrrol-3-yl)thieno[2,3-b]pyridin-4-yl)benzo[d]thiazol-5-amine C[C@H]1NCC=C1C1=CC=2C(=NC=CC2NC=2C=CC3=C(N=CS3)C2)S1